7-bromo-5-methyl-2,5-dihydro-4H-pyrrolo[3,4-c]pyridin-4-one BrC=1C=2C(C(N(C1)C)=O)=CNC2